4-(4-iodo-1H-imidazol-1-yl)butyraldehyde IC=1N=CN(C1)CCCC=O